CC(CO)(C)NC(C(CC)(CC)CC)=O N-(1,1-dimethyl-2-hydroxyethyl)-2,2-diethylbutyramide